CN1N=CC(=C1)C=1CC=NCC1 4-(1-methyl-1H-pyrazol-4-yl)-3,6-dihydropyridin